NCC1=CC=C(C=C1)CNC1=C(C(=NN1C(C1=C(C=CC=C1)F)=O)C1C(CN(CC1)C(=O)N1CCCC1)C(F)(F)F)C N-{[4-(Aminomethyl)phenyl]methyl}-1-(2-fluorobenzoyl)-4-methyl-3-[1-(pyrrolidin-1-carbonyl)-3-(trifluoromethyl)piperidin-4-yl]-1H-pyrazol-5-amin